BrC=1C=2N(C=CC1)C(=C(N2)C(=O)OCC)N2C=CC=C2 ethyl 8-bromo-3-pyrrol-1-yl-imidazo[1,2-a]pyridine-2-carboxylate